(1R,2R)-N-(7-chloro-6-(4-oxocyclohexyl)isoquinolin-3-yl)-2-(pyridin-2-yl)cyclopropane-1-carboxamide ClC1=C(C=C2C=C(N=CC2=C1)NC(=O)[C@H]1[C@@H](C1)C1=NC=CC=C1)C1CCC(CC1)=O